(5-fluoro-2-methoxyphenyl)hydrazine FC=1C=CC(=C(C1)NN)OC